isopentenyl-oxazolone C(CC(=C)C)C=1NC(OC1)=O